FC1(CN(CC12CN(C2)C)C2=NC(=CC1=C2N=C(N=C1)NC1CCN(CC1)S(=O)(=O)C)C)F 8-(8,8-difluoro-2-methyl-2,6-diazaspiro[3.4]octan-6-yl)-6-methyl-N-(1-(methylsulfonyl)piperidin-4-yl)pyrido[3,4-d]pyrimidin-2-amine